CO[C@H]([C@@H](C(=C=O)N1C(OC(=C1C)C1=CC=CC=C1)=C=O)C)C1N(C2CC2(C1)[2H])C(=O)O 3-((1R,2R)-1-methoxy-2-methyl-3-((4R,5S)-4-methyl-2-carbonyl-5-phenyloxazol-3-yl)-3-carbonylpropyl)-2-azabicyclo[3.1.0]hexane-2-carboxylic acid-5-d